3-(3-(dimethylamino)acryloyl)benzonitrile CN(C=CC(=O)C=1C=C(C#N)C=CC1)C